9-aminopyrene-1,4,6-trisulfonic acid NC=1C2=CC=C(C=3C=C(C4=CC=C(C(C1)=C4C32)S(=O)(=O)O)S(=O)(=O)O)S(=O)(=O)O